CN1N=CC(=C1)NCC#C 1-methyl-N-prop-2-ynyl-pyrazol-4-amine